tert-butyl N-[2-[4-[7-(2-amino-7-fluoro-1,3-benzothiazol-4-yl)-8-fluoro-6-(3-furyl)-2-[[(2S)-1-methylpyrrolidin-2-yl]methoxy]quinazolin-4-yl]piperazin-1-yl]-2-oxo-ethyl]carbamate NC=1SC2=C(N1)C(=CC=C2F)C2=C(C=C1C(=NC(=NC1=C2F)OC[C@H]2N(CCC2)C)N2CCN(CC2)C(CNC(OC(C)(C)C)=O)=O)C2=COC=C2